5-((2-(methylsulfonyl)ethoxy)methyl)-2-phenyl-N-(tetrahydro-2H-pyran-4-yl)-1H-indol-7-amine CS(=O)(=O)CCOCC=1C=C2C=C(NC2=C(C1)NC1CCOCC1)C1=CC=CC=C1